Azabicycloundeceneformate C1(=C(NCCCCCCCC1)C(=O)[O-])C1=CCCCCCCCCC1